6-[(1S,4S)-2,5-diazabicyclo[2.2.1]heptan-2-yl]-N-[2,3-difluoro-4-[[(3S)-tetrahydrofuran-3-yl]methoxy]phenyl]-7-fluoro-pyrido[3,2-d]pyrimidin-4-amine [C@@H]12N(C[C@@H](NC1)C2)C=2C(=CC=1N=CN=C(C1N2)NC2=C(C(=C(C=C2)OC[C@@H]2COCC2)F)F)F